CC(=CCC(=O)O)C 4-methyl-β-pentenoic acid